2-(6-methoxypicolinamido)butanoic acid COC1=CC=CC(=N1)C(=O)NC(C(=O)O)CC